2-amino-N-trifluoroethyl-acetamide hydrochloride Cl.NCC(=O)NCC(F)(F)F